ClC1=C(C=C(C=C1)COC)S(=O)(=O)NO 2-chloro-N-hydroxy-5-(methoxymethyl)benzene-1-sulfonamide